2-(6-bromo-1-oxo-spiro[3H-isoquinolin-4,1'-cyclopropan]-2-yl)acetamide BrC=1C=C2C(=CC1)C(N(CC21CC1)CC(=O)N)=O